FC1=CC(=C(C=C1)C=1C(=NC(=NC1)C=1C=CC(N(C1)C)=O)OC)OC(C)C 5-[5-(4-fluoro-2-isopropoxy-phenyl)-4-methoxy-pyrimidin-2-yl]-1-methyl-pyridin-2-one